OC[C@@H]1CN(C[C@H](O1)C(F)(F)F)C(=O)OC(C)(C)C tert-butyl (2S,6S)-2-(hydroxymethyl)-6-(trifluoromethyl)morpholine-4-carboxylate